neopentyl glycol oxide [OH+](CC(C)(CO)C)[O-]